[Si](C1=CC=CC=C1)(C1=CC=CC=C1)(C(C)(C)C)OCCCN(C(CCCCC(=O)OC(CSCCCCCC)CCCCCC)CCCCC(=O)OC(CSCCCCCC)CCCCCC)C bis(1-(hexylthio)octan-2-yl) 6-((3-((tert-butyldiphenylsilyl)oxy)propyl)(methyl)amino)-undecanedioate